C(C)(C)(C)OC(=O)N1[C@H](COCC1)C(NCC1=CC(=C(C(=C1)F)Br)F)=O (R)-3-((4-bromo-3,5-difluorobenzyl)carbamoyl)morpholine-4-carboxylic acid tert-butyl ester